tert-butyl (2-(benzoyl-2,3,4,5,6-d5)-4-chlorophenyl)carbamate C(C1=C(C(=C(C(=C1[2H])[2H])[2H])[2H])[2H])(=O)C1=C(C=CC(=C1)Cl)NC(OC(C)(C)C)=O